[O-2].[Ti+4].[Li+] lithium Titanium oxide